5-(3-Phenoxybenzamido)-[1,1'-biphenyl]-3-carboxylic acid O(C1=CC=CC=C1)C=1C=C(C(=O)NC=2C=C(C=C(C2)C2=CC=CC=C2)C(=O)O)C=CC1